ClC1=C(C=CC=C1)N1C=2N(C3=C(C1=O)C=NC(=N3)NC3=CC=C1C(CN(CC1=C3)CC(CC)CC)(C)C)C=CN2 6-(2-chlorophenyl)-2-{[2-(2-ethylbutyl)-4,4-dimethyl-1,2,3,4-tetrahydroisoquinolin-7-yl]amino}imidazo[1,2-a]pyrimido[5,4-e]pyrimidin-5(6H)-one